5-Ethyl-2-fluoro-4-(3-(5-(1-methylpiperidin-4-yl)-4,5,6,7-tetrahydro-1H-imidazo[4,5-c]pyridin-2-yl)-1H-indazol-6-yl)phenol C(C)C=1C(=CC(=C(C1)O)F)C1=CC=C2C(=NNC2=C1)C=1NC2=C(CN(CC2)C2CCN(CC2)C)N1